(1R,4r)-4-(4-(3-((1r,3R,5S,7r)-3,5-dimethyl-adamantan-1-yl)ureido)-3-fluorobenzamido)cyclohexane-1-carboxylic acid C[C@]12CC3(CC(C[C@@](C1)(C3)C)C2)NC(NC2=C(C=C(C(=O)NC3CCC(CC3)C(=O)O)C=C2)F)=O